(S)-2-(benzofuran-3-carboxamido)-N1-(1-(2-(2-adamantylamino)-2-oxoethyl)-2-oxo-1,2-dihydropyridin-3-yl)-N6-methyl-5-oxohexanediamide O1C=C(C2=C1C=CC=C2)C(=O)N[C@H](C(=O)NC=2C(N(C=CC2)CC(=O)NC2C1CC3CC(CC2C3)C1)=O)CCC(C(=O)NC)=O